(2R,3S,4R,5R,6S)-5-azido-6-(((1R,2R,3S,4R,6S)-4,6-diazido-2,3-dihydroxycyclohexyl)oxy)-2-((S)-1,2-dihydroxyethyl)tetrahydro-2H-pyran-3,4-diol N(=[N+]=[N-])[C@@H]1[C@H]([C@@H]([C@H](O[C@@H]1O[C@H]1[C@@H]([C@H]([C@@H](C[C@@H]1N=[N+]=[N-])N=[N+]=[N-])O)O)[C@H](CO)O)O)O